C1(=CC=CC2=CC=CC=C12)CNCCN N-(1-naphthylmethyl)-1,2-ethanediamine